ClC1=CC=C(O1)CNC(=O)N1CCC2(NC3=CC=C(C=C3C(C2)=O)F)CC1 N-((5-chlorofuran-2-yl)methyl)-6'-fluoro-4'-oxo-3',4'-dihydro-1'H-spiro[piperidine-4,2'-quinoline]-1-carboxamide